C(N)(=O)C1=C(N=C(S1)N1C=C(C2=C1N=CN=C2N2[C@H](CN(CC2)C(=O)OC(C)(C)C)C)C2=C(C=CC=C2)F)C tert-butyl (S)-4-(7-(5-carbamoyl-4-methylthiazol-2-yl)-5-(2-fluorophenyl)-7H-pyrrolo[2,3-d]pyrimidin-4-yl)-3-methylpiperazine-1-carboxylate